[Ni].[Mg].[Ca] calcium-magnesium-nickel